t-butyl-4-methylphenyl diphosphite O(P([O-])OP([O-])[O-])C1=C(C=C(C=C1)C)C(C)(C)C